2,3-dihydroxycyclohexane OC1CCCCC1O